BrC1=CC(=C(C=C1OC1=C(C=CC=C1)O)N1C(N(C(=CC1=O)C(F)(F)F)C)=O)F 3-[4-bromo-2-fluoro-5-(2-hydroxyphenoxy)phenyl]-1-methyl-6-(trifluoromethyl)-pyrimidine-2,4-dione